C(C)S(=O)(=O)C=1C=CC(=NC1)CN (5-(ethylsulfonyl)-pyridin-2-yl)methylamine